tert-butyl (S)-1-(methyl(m-tolyl)carbamoyl)isoindoline-2-carboxylate CN(C(=O)[C@H]1N(CC2=CC=CC=C12)C(=O)OC(C)(C)C)C=1C=C(C=CC1)C